3,7-dimethyldecane CC(CC)CCCC(CCC)C